3-((2-Ethylhexyl)oxy)-2,2-bis(((2-ethylhexyl)oxy)methyl)propyl 4-(4-(2-ethoxyethyl)piperazin-1-yl)butanoate C(C)OCCN1CCN(CC1)CCCC(=O)OCC(COCC(CCCC)CC)(COCC(CCCC)CC)COCC(CCCC)CC